(((3-chloro-1-(5-(3-chloro-4-isopropoxyphenyl)-1,2,4-oxadiazol-3-yl)-1H-indol-5-yl)methyl)amino)propan-1-ol ClC1=CN(C2=CC=C(C=C12)CNC(CC)O)C1=NOC(=N1)C1=CC(=C(C=C1)OC(C)C)Cl